CN(C(=O)C=1SC=C(C1NC(C[N+]1(CCCCCC1)CC(=O)NC1=NOC=C1)=O)C)C 1-(2-((2-(dimethylcarbamoyl)-4-methylthiophen-3-yl)amino)-2-oxoethyl)-1-(2-(isoxazol-3-ylamino)-2-oxoethyl)azepan-1-ium